ClC=1C(=NC(=NC1)NC1=C(C=C(C=C1)C(=O)C1CCOCC1)OC)C=1C=NN(C1)C(C)C (4-((5-chloro-4-(1-isopropyl-1H-pyrazol-4-yl)pyrimidin-2-yl)amino)-3-methoxyphenyl)(tetrahydro-2H-pyran-4-yl)methanone